ClC1=C(C=C2C(=C(N(C2=C1F)C)C1=NC(=NN1)C(COC)=O)N1C=NC=C1)OC 1-(5-(6-chloro-7-fluoro-3-(1H-imidazol-1-yl)-5-methoxy-1-methyl-1H-indol-2-yl)-1H-1,2,4-triazol-3-yl)-2-methoxyethan-1-one